[Cl-].FC=1C=C(CNC)C=CC1 m-fluorobenzylmethylamine chloride